styryl phenyl Ether sulfate salt S(=O)(=O)(O)O.C1(=CC=CC=C1)OC=CC1=CC=CC=C1